ClC=1C=CC=C2C(C3=C(CNCC3)OC12)=O 9-chloro-5-oxo-3,4-dihydro-1H-chromeno[2,3-c]pyridine